ClC1=CC(=NC(=N1)NC1CCC(CC1)O)N1C(CCC1C)=O 1-(6-chloro-2-(((1R,4R)-4-hydroxycyclohexyl)amino)pyrimidin-4-yl)-5-methylpyrrolidin-2-one